ClC=1C=C(C(=C(CN2C[C@@H](N(CC2)C(=O)C2CCCC2)C)C1)C)NC=1OC2=C(N1)C(=CC=C2)F (S)-(4-(5-chloro-3-((4-fluorobenzo[d]oxazol-2-yl)amino)-2-methylbenzyl)-2-methylpiperazin-1-yl)(cyclopentyl)methanone